N-(4'-((2-(1,1-difluoroethyl)-6-methylpyrimidin-4-yl)amino)-6-(morpholinomethyl)-[2,3'-bipyridyl]-6'-yl)acetamide FC(C)(F)C1=NC(=CC(=N1)NC1=C(C=NC(=C1)NC(C)=O)C1=NC(=CC=C1)CN1CCOCC1)C